6,7-dichloro-3-((2-chloropyridin-3-yl)methyl)-1,3,4,9-tetrahydro-[1,2,6]thiadiazino[4,3-g]indole 2,2-dioxide ClC=1C=2C(=CNC2C2=C(C1)CN(S(N2)(=O)=O)CC=2C(=NC=CC2)Cl)Cl